BrC=1C=C(C=C(C1)Br)[C@@H](C)NC(C1=C(C=CC(=C1)OCCN(C)C)C)=O (R)-N-(1-(3,5-dibromophenyl)ethyl)-5-(2-(dimethylamino)ethoxy)-2-methylbenzamide